ClC1=C(C(=CC=C1)Cl)C1OC(=C(C1=O)O)N 2-(2,6-dichlorophenyl)-5-amino-4-hydroxy-3(2H)-furanone